(2-acryloylethyl)dimethylammonium 3,4-dimethyl-2-oxo-7-((2,4,6-trifluorobenzyl)carbamoyl)-3,4-dihydroquinazolin-1(2H)-ylmethyl-4-fluorophenyl-dihydrogenphosphate CN1C(N(C2=CC(=CC=C2C1C)C(NCC1=C(C=C(C=C1F)F)F)=O)COP(=O)(OC1=CC=C(C=C1)F)O)=O.C(C=C)(=O)CC[NH+](C)C